ClC1=CC(=C(C=C1C)O)C1=CC(=CC=C1)Cl 4-chloro-2-(3-chlorophenyl)-5-methylphenol